1-isobutyl-4,5,6,7-tetrahydro-1H-indazol-5-ylamine C(C(C)C)N1N=CC=2CC(CCC12)N